C(C)OC(=O)C1CN(C2=C(O1)C=CC(=C2)Cl)S(=O)(=O)CCOCC 6-chloro-4-((2-ethoxyethyl)sulfonyl)-3,4-dihydro-2H-benzo[b][1,4]oxazine-2-carboxylic acid ethyl ester